C(C)(C)(C)C=1C=C(NN1)NC(=O)NC1=CC=C(C=C1)N1C=NC2=C1C=CC(=C2)OCC2=CC(=CC=C2)F 1-(5-tert-butyl-2H-pyrazol-3-yl)-3-{4-[5-(3-fluoro-benzyloxy)-benzoimidazol-1-yl]-phenyl}-urea